ClC=1C=C2C(=CC(=NC2=CC1)C(F)(F)F)N[C@@H]1C[C@@H](CCC1)NC(=O)C=1C(=NN(C1)C)C(F)(F)F N-[(1R,3S)-3-{[6-chloro-2-(trifluoromethyl)quinolin-4-yl]amino}cyclohexyl]-1-methyl-3-(trifluoromethyl)-1H-pyrazole-4-carboxamide